3-[5-(4-Chloro-phenyl)-2,3-dimethyl-isoxazolidin-3-yl]-pyridine ClC1=CC=C(C=C1)C1CC(N(O1)C)(C)C=1C=NC=CC1